zinc 11-octadecenate C(CCCCCCCCCC=CCCCCCC)(=O)[O-].[Zn+2].C(CCCCCCCCCC=CCCCCCC)(=O)[O-]